1-(2-(tert-butoxy)-2-oxoethyl)-2-(4-chloro-2-(trifluoromethyl)benzyl)-1H-indole-5-carboxylic acid methyl ester COC(=O)C=1C=C2C=C(N(C2=CC1)CC(=O)OC(C)(C)C)CC1=C(C=C(C=C1)Cl)C(F)(F)F